(3S,4S)-8-(7-amino-8-((3-chloro-2-fluoropyridin-4-yl)thio)imidazo[1,2-c]pyrimidin-5-yl)-3-methyl-2-oxa-8-azaspiro[4.5]decan-4-amine NC1=C(C=2N(C(=N1)N1CCC3([C@@H]([C@@H](OC3)C)N)CC1)C=CN2)SC2=C(C(=NC=C2)F)Cl